9-octadecenoic acid (9Z)-2-oxiranylmethyl ester O1C(C1)COC(CCCCCCC\C=C/CCCCCCCC)=O